FC(C1=C(C(=O)NC2=C(C=CC(=C2)[N+](=O)[O-])O)C=CC(=C1)[N+](=O)[O-])(F)F 2-trifluoromethyl-N-(2-hydroxy-5-nitrophenyl)-4-nitrobenzamide